2,2'-difluoro-4,4'-biphenyldicarboxylic acid FC1=C(C=CC(=C1)C(=O)O)C1=C(C=C(C=C1)C(=O)O)F